C(#CC)[C@@H]1CNC(N1C=1SC=2C(=C3C=CC=NC3=CC2)N1)=O |r| (RS)-5-(prop-1-yn-1-yl)-1-(thiazolo[4,5-f]quinolin-2-yl)imidazolidin-2-one